ClC1=C2C(=NC(=C1F)N)CCO2 7-chloro-6-fluoro-2,3-dihydrofuro[3,2-b]pyridin-5-amine